C1(CC1)C(C)(C)C=1C=CC(=C(C1)B(O)O)OC (5-(2-cyclopropylpropan-2-yl)-2-methoxyphenyl)boronic acid